C[Si](CCOCN1N=CC=C1N1CCCCC1)(C)C 1-((2-(trimethylsilyl)ethoxy)methyl)-1H-pyrazol-5-ylpiperidine